C(C)(C)(C)OC(=O)N1CC(CCC1)C=1SC(=NN1)C 3-(5-methyl-1,3,4-thiadiazol-2-yl)piperidine-1-carboxylic acid tert-butyl ester